6-Hydroxy-tetracosanoic acid OC(CCCCC(=O)O)CCCCCCCCCCCCCCCCCC